Azetidin-3-ylmethyl (S)-1-(4-fluorophenyl)-3,4-dihydroisoquinoline-2(1H)-carboxylate 2,2,2-trifluoroacetate FC(C(=O)O)(F)F.FC1=CC=C(C=C1)[C@@H]1N(CCC2=CC=CC=C12)C(=O)OCC1CNC1